O=C1NC(CCC1N1C(C2=CC=CC(=C2C1=O)NCCOCCOCCOCCC(=O)OC(C)(C)C)=O)=O tert-butyl 3-[2-[2-[2-[[2-(2,6-dioxo-3-piperidyl)-1,3-dioxoisoindolin-4-yl]amino]ethoxy]ethoxy]ethoxy]propanoate